2-((10-butyl-2-methoxy-10H-phenothiazin-3-yl)methylene)-1H-indene-1,3(2H)-dione C(CCC)N1C2=CC=CC=C2SC=2C=C(C(=CC12)OC)C=C1C(C2=CC=CC=C2C1=O)=O